O1C(=NC=2C3=C(OC4=C(C12)C=CC=C4)C=CC=C3)COCCCN(C)C [3-(1,8-dioxa-3-aza-dibenzo[e,h]azulen-2-ylmethoxy)-propyl]-dimethylamine